FC(CC[C@@H]1CN(C2=C(S(C1(F)F)(=O)=O)C=C(C(=C2)C(F)(F)F)OCC2(CC2)C(=O)O)C2=CC=C(C=C2)F)(C)F (R)-1-(((3-(3,3-difluorobutyl)-2,2-difluoro-5-(4-fluorophenyl)-1,1-dioxido-7-(trifluoromethyl)-2,3,4,5-tetrahydrobenzo[b][1,4]thiazepin-8-yl)oxy)methyl)cyclopropane-1-carboxylic acid